ClC1=C2C=C(C3(C2=CC=C1)CCC(CC3)(C(=O)O)NC3=CC(=CC=C3)Cl)C[C@H](COC3=CC=NC=1CCC[C@H](C31)C)C (1r,4R)-4'-chloro-4-(3-chloroanilino)-2'-[(2R)-2-methyl-3-{[(5R)-5-methyl-5,6,7,8-tetrahydroquinolin-4-yl]oxy}propyl]spiro[cyclohexane-1,1'-indene]-4-carboxylic acid